C(C)(C)C1=NOC2=CC=C3C=NC(=NC3=C21)NC2=C(C=C(C=C2)N2CCN(CC2)C)OC 9-isopropyl-N-(2-methoxy-4-(4-methylpiperazin-1-yl)phenyl)isoxazolo[5,4-H]quinazolin-2-amine